C(CCCCCCC)C1OC1 2-octyl-oxirane